(R)-5-(4-(1-methyl-1H-pyrazol-4-yl)-1H-pyrrolo[2,3-b]pyridin-3-yl)-N-(1,1,1-trifluoropropan-2-yl)pyrazolo[1,5-a]pyridine-3-carboxamide CN1N=CC(=C1)C1=C2C(=NC=C1)NC=C2C2=CC=1N(C=C2)N=CC1C(=O)N[C@@H](C(F)(F)F)C